NC1(CCN(CC1)N1C(C(=NC(=C1)CO)C1=C(C(=CC=C1)Cl)Cl)=O)C (4-amino-4-methylpiperidin-1-yl)-3-(2,3-dichlorophenyl)-5-(hydroxymethyl)-1,2-dihydropyrazin-2-one